C(#N)C=1C=C(C=CC1OC(C)C)C1=NC(=NO1)C1=CC=C(C2=CC=CC=C12)CN1CC(C1)C(=O)O 1-((4-(5-(3-cyano-4-isopropoxyphenyl)-1,2,4-oxadiazol-3-yl)naphthalen-1-yl)methyl)azetidine-3-carboxylic acid